COC(=O)C=1C=NN2C1N=CC(=C2N(CC2=CC=CC=C2)CC2=CC=CC=C2)C2=C(N(C(=C2)C)C)C 7-(dibenzylamino)-6-(1,2,5-trimethyl-1H-pyrrol-3-yl)pyrazolo[1,5-a]pyrimidine-3-carboxylic acid methyl ester